FC=1C=CC(=NC1)CN1C(C(OC2=C1C=CC=C2)(C)C)=O 4-[(5-fluoro-2-pyridyl)methyl]-2,2-dimethyl-4H-1,4-benzoxazin-3(2H)-one